C1(CC1)CN([C@@H]1CC[C@H](CC1)N(C1=C(C(N(C=2C=CC(=NC12)C#N)C)=O)C#N)C)C1=CC(=C(C=C1)F)OC trans-8-((4-((cyclopropylmethyl)(4-fluoro-3-methoxyphenyl)amino)cyclohexyl)(methyl)amino)-5-methyl-6-oxo-5,6-dihydro-1,5-naphthyridine-2,7-dicarbonitrile